C(C)(C)(C)OC(=O)N1C2C=C(CC1CC2)C=2C=C(C=1N(C2)C=C(N1)C1=CC(=C(C=C1)OC)OC)C 3-(2-(3,4-Dimethoxyphenyl)-8-methylimidazo[1,2-a]pyridin-6-yl)-8-azabicyclo[3.2.1]oct-2-ene-8-carboxylic acid tert-butyl ester